N-((1S,2R)-2-hydroxy-2,3-dihydro-1H-inden-1-yl)-2-(5-methylpyridin-3-yl)benzo[d]thiazole-6-carboxamide O[C@H]1[C@H](C2=CC=CC=C2C1)NC(=O)C1=CC2=C(N=C(S2)C=2C=NC=C(C2)C)C=C1